FC1([C@H](C=2C(=CN(C2CC1)C1=CC(=C(C#N)C=C1)C(F)(F)F)S(=O)(=O)C(F)(F)F)O)F (S)-4-(5,5-difluoro-4-hydroxy-3-((trifluoromethyl)sulfonyl)-4,5,6,7-tetrahydro-1H-indole-1-yl)-2-(trifluoromethyl)benzonitrile